ClC=1C=C(C=CC1Cl)NC=1C2=C(N=CN1)C=NC(=C2)NC(\C=C\CN(C)C)=O (E)-N-(4-((3,4-dichloro-phenyl)amino)pyrido[3,4-d]pyrimidin-6-yl)-4-(dimethylamino)but-2-enamide